7-Isopropyl-3-oxa-7-azabicyclo[3.3.1]nonan-9-yl(8-amino-7-fluoro-6-(8-methyl-2,3-dihydro-1H-pyrido[2,3-b][1,4]oxazin-7-yl)isoquinolin-3-yl)carbamate C(C)(C)N1CC2COCC(C1)C2N(C([O-])=O)C=2N=CC1=C(C(=C(C=C1C2)C2=C(C1=C(OCCN1)N=C2)C)F)N